BrC(C(=O)NC1=C(C=C(C(=C1)N1C(C=2CCCCC2C1=O)=O)F)Cl)C 2-bromo-N-(2-chloro-5-(1,3-dioxo-1,3,4,5,6,7-hexahydro-2H-isoindol-2-yl)-4-fluorophenyl)propionamide